ClC1=C(N=CN1C)C1=NC(=NC=C1C(F)(F)F)NC1CCN(CC1)S(=O)(=O)C (5-chloro-1-methyl-1H-imidazol-4-yl)-N-(1-(methylsulfonyl)piperidin-4-yl)-5-(trifluoromethyl)pyrimidin-2-amine